rac-methyl (1R,2R,3S,3aR,8bS)-6-(4-(dimethylamino)butoxy)-1,8b-dihydroxy-8-methoxy-3a-(4-methoxyphenyl)-3-phenyl-2,3,3a,8b-tetrahydro-1H-cyclopenta[b]benzofuran-2-carboxylate CN(CCCCOC1=CC2=C([C@]3([C@@](O2)([C@@H]([C@H]([C@H]3O)C(=O)OC)C3=CC=CC=C3)C3=CC=C(C=C3)OC)O)C(=C1)OC)C |r|